2,2',2''-((2R,5R,8R,11R)-2,5,8,11-tetrakis(hydroxymethyl)-1,4,7,10-tetraazacyclododecane-1,4,7-triyl)triacetic acid OC[C@@H]1N(C[C@@H](NC[C@@H](N(C[C@@H](N(C1)CC(=O)O)CO)CC(=O)O)CO)CO)CC(=O)O